7-((2S,5R)-2,5-dimethyl-4-(1-(quinoxalin-6-yl)ethyl)piperazin-1-yl)-4-methyl-2,4-dihydro-5H-pyrazolo[4,3-d]pyrimidin-5-one C[C@@H]1N(C[C@H](N(C1)C(C)C=1C=C2N=CC=NC2=CC1)C)C=1C=2C(N(C(N1)=O)C)=CNN2